[Si](C)(C)(C(C)(C)C)O[C@H](CCCN(C(OCCCC)=O)C1CCC(CC1)(F)F)C Butyl (S)-(4-((tert-butyldimethylsilyl)oxy)pentyl)(4,4-difluorocyclohexyl)carbamate